ClC1=C(C=CC(=C1)C#CC1CC1)C=1N=CC(=NC1)NC(C1=C(C=CC=C1C)F)=O N-(5-(2-chloro-4-(cyclopropylethynyl)phenyl)pyrazin-2-yl)-2-fluoro-6-methylbenzamide